2-chloro-4-(cyclopropylfluoro(4-methyl-4H-1,2,4-triazol-3-yl)methyl)-6-(trifluoromethyl)pyridine ClC1=NC(=CC(=C1)C(C1=NN=CN1C)(F)C1CC1)C(F)(F)F